ClC=1N=C(C2=C(N1)C=NN2C)Cl 5,7-dichloro-1-methyl-1H-pyrazolo[4,3-d]pyrimidine